OCNC (hydroxymethyl)aminomethan